methyl 5-((5-(5-(trifluoromethyl)pyridin-2-yl)oxazol-2-yl)amino)picolinate FC(C=1C=CC(=NC1)C1=CN=C(O1)NC=1C=CC(=NC1)C(=O)OC)(F)F